C(#N)C1=CC(=C(C=C1)C1(OC2=C(O1)C=CC=C2C2CCN(CC2)C(=O)OC(C)(C)C)C)F tert-Butyl 4-[2-(4-cyano-2-fluorophenyl)-2-methyl-1,3-benzodioxol-4-yl]piperidine-1-carboxylate